ClC1=C(C=C2C=C(N=CC2=C1)NC(=O)[C@@H]1[C@@H]([C@@H]1C1=NC=CC=C1)CC)C1CCN(CC1)[C@@]1(COC[C@@H]1O)C (1R,2R,3S)-N-(7-chloro-6-(1-((3R,4R)-4-hydroxy-3-methyltetrahydrofuran-3-yl)piperidin-4-yl)isoquinolin-3-yl)-2-ethyl-3-(pyridin-2-yl)cyclopropane-1-carboxamide